C[Si]([Si](C)(C)C)(C)C Hexa-Methyl-Di-Silane